7-(2,4-difluoro-5-(1,3,5-trimethyl-1H-pyrazol-4-yl)phenyl)-1H-imidazo[4,5-b]pyridine FC1=C(C=C(C(=C1)F)C=1C(=NN(C1C)C)C)C1=C2C(=NC=C1)N=CN2